4-(5-chloro-2-pyridyl)thiazol ClC=1C=CC(=NC1)C=1N=CSC1